ClC1=CC=C(S1)[C@@H]1[C@H]([C@@H](C(N1CC1=CC=C(C=C1)OC)=O)C)[N+](=O)[O-] |r| rac-(3s,4s,5s)-5-(5-chlorothiophene-2-yl)-1-(4-methoxybenzyl)-3-methyl-4-nitropyrrolidin-2-one